FC1(CC2(C1)C[C@@H](N(CC2)CC2=C1C=CNC1=C(C=C2OC)C)C=2C=CC(=NC2)C(=O)N)F (R)-5-(2,2-difluoro-7-((5-methoxy-7-methyl-1H-indol-4-yl)methyl)-7-azaspiro[3.5]nonan-6-yl)picolinamide